(3S)-1-[(5,6-dimethoxypyridin-2-yl)methyl]-3-(2-isopropoxyphenyl)piperazine COC=1C=CC(=NC1OC)CN1C[C@@H](NCC1)C1=C(C=CC=C1)OC(C)C